C(C)(C)(C)OC(=O)N1N=CC2=C(C(=CC=C12)OC(F)(F)F)Br.ClC1=CC(=C(C=C1)C(C(=O)C1=CNC2=CC(=CC=C12)OC)NC1=CC(=CC(=C1)S(=O)(=O)C)OC)OC 2-(4-chloro-2-methoxyphenyl)-1-(6-methoxy-1H-indol-3-yl)-2-((3-methoxy-5-(methylsulfonyl)phenyl)amino)ethanone tert-butyl-4-bromo-5-(trifluoromethoxy)indazole-1-carboxylate